4-{[3-(4-{[(3S,4R)-1-tert-butyl-3-fluoropiperidin-4-yl]amino}-1-(2,2,2-trifluoroethyl)-1H-indol-2-yl)prop-2-yn-1-yl]amino}-3-methoxy-N-methylbenzamide C(C)(C)(C)N1C[C@@H]([C@@H](CC1)NC1=C2C=C(N(C2=CC=C1)CC(F)(F)F)C#CCNC1=C(C=C(C(=O)NC)C=C1)OC)F